N-benzoyl-5'-O-tert-butyldimethylsilyl-2'-deoxycytidine C(C1=CC=CC=C1)(=O)NC1=NC(N([C@H]2C[C@H](O)[C@@H](CO[Si](C)(C)C(C)(C)C)O2)C=C1)=O